The molecule is a long-chain fatty aldehyde that is pentadecane carrying an oxo substituent at position 1. It is a component of essential oils from plants like Solanum erianthum and Cassia siamea. It has a role as an antimicrobial agent, a volatile oil component and a plant metabolite. It is a long-chain fatty aldehyde and a 2,3-saturated fatty aldehyde. CCCCCCCCCCCCCCC=O